3-[2-[2-[2-[2-[2-[2-[2-[2-[2-[2-[2-[2-[3-(2,5-dioxopyrrol-1-yl)propanoylamino]ethoxy]ethoxy]ethoxy]ethoxy]ethoxy]ethoxy] ethoxy]ethoxy]ethoxy]ethoxy]ethoxy]ethoxy]propanoate O=C1N(C(C=C1)=O)CCC(=O)NCCOCCOCCOCCOCCOCCOCCOCCOCCOCCOCCOCCOCCC(=O)[O-]